1-(4-(trifluoromethyl)phenyl)pyrrolo[1,2-a]pyrazin-3-amine FC(C1=CC=C(C=C1)C=1C=2N(C=C(N1)N)C=CC2)(F)F